C(C)(C)C1=C(NC2=CC=C(C=C12)C1CCNCC1)C1=C2C(=NC=C1)NC=N2 7-(3-isopropyl-5-(piperidin-4-yl)-1H-indol-2-yl)-3H-imidazo[4,5-b]pyridine